(S)-1-(1-((1H-indol-3-yl)methyl)-6,7-dimethoxy-3,4-dihydroisoquinoline-2(1H)-yl)-2-methoxyethane-1-one N1C=C(C2=CC=CC=C12)C[C@@H]1N(CCC2=CC(=C(C=C12)OC)OC)C(COC)=O